(1S,2S)-N-[6-[4-((3S,4S)-4-fluoro-3-methyl-tetrahydrofuran-3-yl)piperazin-1-yl]-7-methyl-3-isoquinolinyl]-2-(2-pyridinyl)cyclopropanecarboxamide F[C@H]1[C@@](COC1)(C)N1CCN(CC1)C=1C=C2C=C(N=CC2=CC1C)NC(=O)[C@@H]1[C@H](C1)C1=NC=CC=C1